C(C1=CC=CC=C1)OC(C(=O)N)N1C2=C(OC(C1=O)(F)F)C=C(C(=C2)C2=C(C(=C(C(=C2F)F)F)F)F)F (benzyloxy)-2-(2,2,7-trifluoro-3-oxo-6-(perfluorophenyl)-2,3-dihydro-4H-benzo[b][1,4]oxazin-4-yl)acetamide